(3R)-10-chloro-11-(2,4-difluorophenyl)-3-methoxy-3,4-dihydro-2H,6H-[1,4]thiazepino[2,3,4-ij]quinazoline-6,8(7H)-dione ClC=1C=C2C(NC(N3C2=C(C1C1=C(C=C(C=C1)F)F)SC[C@@H](C3)OC)=O)=O